5-((1R)-1-(tetrahydro-2H-pyran-4-yl)ethoxy)-8-methyl-2-(3-methyl-1-benzofuran-2-yl)quinoline-4-carboxylic acid O1CCC(CC1)[C@@H](C)OC1=C2C(=CC(=NC2=C(C=C1)C)C=1OC2=C(C1C)C=CC=C2)C(=O)O